N-(piperidin-4-yl)piperidine-4-carboxamide hydrochloride Cl.N1CCC(CC1)NC(=O)C1CCNCC1